4-(2-(Azepan-1-yl)ethyl)-2H-benzo[b][1,4]thiazin-3(4H)-one N1(CCCCCC1)CCN1C2=C(SCC1=O)C=CC=C2